naphthalene-2,6-dicarboxylic acid dibromide C1=C(C=CC2=CC(=CC=C12)C(=O)Br)C(=O)Br